2-(1-(tert-butoxycarbonyl)azepan-3-yl)acetic acid C(C)(C)(C)OC(=O)N1CC(CCCC1)CC(=O)O